N1=C2C(=CC(=C1)NC(OC1=CC=CC=C1)=O)CCC2 phenyl (6,7-dihydro-5H-cyclopenta[b]pyridin-3-yl)carbamate